3-((2-(4-bromo-2-fluorophenyl)-2-oxoethyl)amino)piperidine-2,6-dione BrC1=CC(=C(C=C1)C(CNC1C(NC(CC1)=O)=O)=O)F